C(CCCCCC(C)(C)C)(=O)O[Sn](CCCC)(CCCC)OC(CCCCCC(C)(C)C)=O bis(neodecanoyloxy)dibutyl-tin